C1=CC=C(C(=C1)/C=N/NC(=O)C2=CC=CC=C2O)O N-salicylidene-N'-salicylhydrazide